9-chloro-6-((4,6-dimethyl-2-oxo-1,2-dihydropyridin-3-yl)methyl)-2-(4-(dimethylamino)bicyclo[2.2.2]oct-1-yl)-2,4-dimethyl-7,8-dihydro-[1,3]dioxolo[4,5-g]isoquinolin-5(6H)-one ClC=1C=2CCN(C(C2C(=C2C1OC(O2)(C)C21CCC(CC2)(CC1)N(C)C)C)=O)CC=1C(NC(=CC1C)C)=O